tertiary-amylate CCC(C)(C)[O-]